S1C(=NC=C1)[Mg]C=1SC=CN1 bis(2-thiazolyl)magnesium